BrC=1C=C2C(=NC(=NN2C1)Cl)Cl 6-bromo-2,4-dichloropyrrolo[2,1-f][1,2,4]triazine